CC1(CC(C1)NC=1N=CC2=C(N1)NC=C2C=2C=C1N=CC=NC1=CC2)NC(C)=O N-((1r,3r)-1-methyl-3-((5-(quinoxalin-6-yl)-7H-pyrrolo[2,3-d]pyrimidin-2-yl)amino)cyclobutyl)acetamide